C(#N)CC1N(C2=CC=CC=C2C=C1)C 2-cyanomethyl-1-methylquinoline